C12CC(CC(CC1)N2)OC=2C=C1C(=NC=NC1=CC2)NC2=C(C(=C(C=C2)OC2=CC1=C(N(C=N1)C)C=C2)C)F 6-((8-Azabicyclo[3.2.1]octan-3-yl)oxy)-N-(2-fluoro-3-methyl-4-((1-methyl-1H-benzo[d]imidazol-5-yl)oxy)phenyl)quinazolin-4-amine